methyl 7-[5-chloranyl-2-[2-[1',2-di(methyl)-4-oxidanylidene-spiro[7,8-dihydro-5H-quinazoline-6,4'-piperidine]-3-yl]ethoxy]phenyl]-5-methyl-thieno[3,2-b]pyridine-2-carboxylate ClC=1C=CC(=C(C1)C1=C2C(=NC(=C1)C)C=C(S2)C(=O)OC)OCCN2C(=NC=1CCC3(CCN(CC3)C)CC1C2=O)C